CC1(OC(CC(O1)=O)=O)C1=CC=CC=C1 2-methyl-2-phenyl-1,3-dioxane-4,6-dione